4-(3-bromo-4-oxo-2-(trifluoromethyl)-4H-pyrido[1,2-a]pyrimidin-9-yl)-2-fluoro-N-((3R)-tetrahydro-2H-pyran-3-yl)benzamide BrC1=C(N=C2N(C1=O)C=CC=C2C2=CC(=C(C(=O)N[C@H]1COCCC1)C=C2)F)C(F)(F)F